2-cyclopropyl-N-(isoxazol-4-ylmethyl)-4-methoxybenzamide C1(CC1)C1=C(C(=O)NCC=2C=NOC2)C=CC(=C1)OC